ClC1=C(C(=CC=C1Cl)F)C(NC(=O)[C@@H]1C[C@]2(CN(C(N2)=O)C)CC1)C1(CCCC1)C (5S,7S)-N-((2,3-dichloro-6-fluorophenyl)(1-methylcyclopentyl)methyl)-3-methyl-2-oxo-1,3-diazaspiro[4.4]nonane-7-carboxamide